2-hydroxy-5-methylphenylboric acid OC1=C(C=C(C=C1)C)OB(O)O